CC(CC(=O)NN)CCC1O[C@H]2C[C@H]3[C@@H]4CCC5CCCC[C@]5(C)[C@H]4CC[C@]3(C)[C@H]2[C@@H]1C furostan-26-carbohydrazide